(S)-6-chloro-8-(difluoromethyl-d)-2-trifluoromethyl-2H-benzopyran-3-carboxylic acid ClC=1C=C(C2=C(C=C([C@H](O2)C(F)(F)F)C(=O)O)C1)C([2H])(F)F